diphenyl-propenolide C1(=CC=CC=C1)C1=C(C(=O)O1)C1=CC=CC=C1